NC=1N=C(N(C(C1)=O)C)N1CCNCC1 4-(4-amino-1-methyl-6-oxo-1,6-dihydropyrimidin-2-yl)piperazine